5-chloro-2-(2-methylpropoxy)pyridine-3-sulfonyl chloride ClC=1C=C(C(=NC1)OCC(C)C)S(=O)(=O)Cl